P(O)(=O)(OP(=O)(O)OP(=O)(O)O)OC[C@@H]1[C@H](C[C@@H](O1)N1C=NC=2C(=O)NC(N)=NC12)O 2'-deoxyguanosine-triphosphate